2-((5-chloro-2-methylphenyl)sulfonyl)-6-(piperazin-1-yl)benzaldehyde ClC=1C=CC(=C(C1)S(=O)(=O)C1=C(C=O)C(=CC=C1)N1CCNCC1)C